C(CCCC)C1=CC=C(C=C1)OC(OC1=CC=C(C=C1)CCCCC)=O di-(4-n-pentylphenyl)-carbonate